(3-(Dodecyloxy)-5-(undecyloxy)phenyl)methanol C(CCCCCCCCCCC)OC=1C=C(C=C(C1)OCCCCCCCCCCC)CO